1-((1S,5R,6S)-7,7-dimethyl-6-((6-(1-methyl-1H-pyrazol-4-yl)pyrazolo[1,5-a]pyrazin-4-yl)oxy)-2-azabicyclo[3.2.0]heptan-2-yl)prop-2-en-1-one CC1([C@H]([C@@H]2CCN([C@H]12)C(C=C)=O)OC=1C=2N(C=C(N1)C=1C=NN(C1)C)N=CC2)C